Naphthalen-1-yl trifluoromethanesulfonate FC(S(=O)(=O)OC1=CC=CC2=CC=CC=C12)(F)F